tert-Butyl 4,5-dichloro-3-formyl-1H-indole-1-carboxylate ClC1=C2C(=CN(C2=CC=C1Cl)C(=O)OC(C)(C)C)C=O